ClC1=NC(=CC(=C1)C(=O)OC)S(NC1=C(C=C(C(=C1)C1=C(C=CC=C1)OCCO)F)F)(=O)=O methyl 2-chloro-6-[[2,4-difluoro-5-[2-(2-hydroxyethoxy)phenyl]phenyl]sulfamoyl]pyridine-4-carboxylate